CC1=CC=C(NN)C=C1 p-methylanilineamine